3-ethyl-2-oxoimidazolidine C(C)N1C(NCC1)=O